1-[4-[4-[5-[(1R)-1-(3,5-dichloro-4-pyridyl)ethoxy]-1H-indazol-3-yl]pyrazol-1-yl]-1-piperidyl]-3-(dimethylamino)propan-1-one ClC=1C=NC=C(C1[C@@H](C)OC=1C=C2C(=NNC2=CC1)C=1C=NN(C1)C1CCN(CC1)C(CCN(C)C)=O)Cl